5-methylene-4-(p-tolyl)-1H-pyrrol-2(5H)-one C=C1C(=CC(N1)=O)C1=CC=C(C=C1)C